C1(=CC=CC=C1)N1CC2=CC=CC=C2C1 2-phenyl-isoindoline